1,1-bis(t-butylperoxy)2-methylcyclohexane methyl-4-((5-((4-amino-[1,1'-biphenyl]-3-yl)amino)-6-methylpyridin-2-yl)carbamoyl)benzoate COC(C1=CC=C(C=C1)C(NC1=NC(=C(C=C1)NC=1C=C(C=CC1N)C1=CC=CC=C1)C)=O)=O.C(C)(C)(C)OOC1(C(CCCC1)C)OOC(C)(C)C